FC=1C=C(C=C(C1F)O)N1N=CC2=CC(=CC=C12)N1CC(C1)S(=O)(=O)NC 1-(1-(3,4-Difluoro-5-hydroxyphenyl)-1H-indazol-5-yl)-N-methylazetidine-3-sulfonamide